[5-[[1-[2-(aminomethyl)-3,3-difluoro-allyl]-5-oxo-1,2,4-triazol-4-yl]methyl]-2-thienyl]-1-isopropyl-pyridin-2-one trifluoroacetate FC(C(=O)O)(F)F.NCC(CN1N=CN(C1=O)CC1=CC=C(S1)C=1C(N(C=CC1)C(C)C)=O)=C(F)F